NC1=NN(C=C1SC([2H])(F)F)C1=C(C=C(C=C1Cl)C(F)(F)F)Cl amino-1-(2,6-dichloro-4-(trifluoromethyl)phenyl)-4-((difluoro-methyl-d)thio)-1H-pyrazole